C[C@H]1O[C@H]([C@H](C[C@H]1NC(C=CC(C)OC(C1=CC=C(C=C1)F)=O)=O)C)C\C=C(\C=C)/C (Z)-4-fluorobenzoic acid 5-((2R,3R,5S,6S)-2,5-dimethyl-6-((E)-3-methylpent-2,4-dienyl) tetrahydro-2H-pyran-3-ylamino)-5-oxopent-3-en-2-yl ester